6-fluoro-2-methoxy-7-(2-methylbut-3-yn-2-yl)quinoline-3-carboxylic acid perfluorophenyl ester FC1=C(C(=C(C(=C1F)F)F)F)OC(=O)C=1C(=NC2=CC(=C(C=C2C1)F)C(C)(C#C)C)OC